(1r,3s,5s)-8-(5-(5-fluoro-2-methoxypyridin-4-yl)-1H-pyrazole-3-carbonyl)-N-((3s,6r)-1-methyl-6-(trifluoromethyl)piperidin-3-yl)-8-azabicyclo[3.2.1]octane-3-carboxamide FC=1C(=CC(=NC1)OC)C1=CC(=NN1)C(=O)N1[C@H]2CC(C[C@@H]1CC2)C(=O)N[C@@H]2CN([C@H](CC2)C(F)(F)F)C